N-(2,4-diphenyl-phenyl)-4-tertiary butyl-aniline tert-butyl-4-(6-(8-fluoro-2-methylimidazo[1,2-a]pyridine-6-carboximidamido)pyridin-3-yl)-2,2-dimethylpiperazine-1-carboxylate C(C)(C)(C)OC(=O)N1C(CN(CC1)C=1C=NC(=CC1)NC(=N)C=1C=C(C=2N(C1)C=C(N2)C)F)(C)C.C2(=CC=CC=C2)C2=C(C=CC(=C2)C2=CC=CC=C2)NC2=CC=C(C=C2)C(C)(C)C